ClCC(NCCC[C@@H](C=1OC(=CN1)C1=CC=CC=C1)NC(=O)C1=CC2=CC=C(C=C2C=C1)N(C)C)=N N-[(1S)-4-(2-chloroethanimidamido)-1-(5-phenyl-1,3-oxazol-2-yl)butyl]-6-(dimethylamino)naphthalene-2-carboxamide